2-Ethyl-N-(4-methoxyphenyl)butanamide C(C)C(C(=O)NC1=CC=C(C=C1)OC)CC